COC(=O)C1=NC(=CC=C1CBr)Cl 3-(bromomethyl)-6-chloro-pyridine-2-carboxylic acid methyl ester